[Si](C1=CC=CC=C1)(C1=CC=CC=C1)(C(C)(C)C)O[C@H]1C[C@@H](N(C1)C(=O)OC(C)(C)C)C=O (2R,4S)-tert-butyl 4-((tert-butyldiphenylsilyl)oxy)-2-formylpyrrolidine-1-carboxylate